tert-butyl 3-(5-(2-bromoacetyl)thiophen-2-yl)morpholine-4-carboxylate BrCC(=O)C1=CC=C(S1)C1N(CCOC1)C(=O)OC(C)(C)C